CC1(CCC=2C(=NNC2C1)C=1NC2=CC=C(C=C2C1)C(=O)N1CCN(CC1)CC1CCN(CC1)C1=CC=C(C=C1)N1C(NC(CC1)=O)=O)C 1-(4-(4-((4-(2-(6,6-dimethyl-4,5,6,7-tetrahydro-1H-indazol-3-yl)-1H-indole-5-carbonyl)piperazin-1-yl)methyl)piperidin-1-yl)phenyl)dihydropyrimidine-2,4(1H,3H)-dione